N-(1-(2-(cyclopropanesulfonamido)thiazol-4-yl)cyclopropyl)quinoline-2-carboxamide C1(CC1)S(=O)(=O)NC=1SC=C(N1)C1(CC1)NC(=O)C1=NC2=CC=CC=C2C=C1